CN1C=C(C2=CC=C(C=C12)C(F)(F)F)CC1=C(N)C=CC=C1 2-[(1-methyl-6-trifluoromethyl-1H-indol-3-yl)methyl]aniline